OC1=C(C(=O)C2=CC=CC=C2)C=C(C=C1)C(=O)O hydroxy-5-carboxylbenzophenone